1-(5-((5-(2,3-dichlorophenyl)-2,5-diazabicyclo[2.2.2]oct-2-yl)methyl)-1-oxoisoindolin-2-yl)dihydropyrimidine-2,4(1H,3H)-dione ClC1=C(C=CC=C1Cl)N1C2CN(C(C1)CC2)CC=2C=C1CN(C(C1=CC2)=O)N2C(NC(CC2)=O)=O